tert-butyl-3-(2-aminoethoxy)cyclobutane-1-carboxylate C(C)(C)(C)OC(=O)C1CC(C1)OCCN